(S)-4-(1-(tert-butoxycarbonyl)piperidin-3-yl)benzenaminium Ethanesulfonate C(C)S(=O)(=O)[O-].C(C)(C)(C)OC(=O)N1C[C@@H](CCC1)C1=CC=C(C=C1)[NH3+]